1,2,5-thiadiazole 1-oxide S1(N=CC=N1)=O